(S)-N-(3-(1-((2-ethyl-2H-pyrazolo[3,4-b]pyrazin-6-yl)amino)ethyl)phenyl)-5-methyl-6-morpholinonicotinamide C(C)N1N=C2N=C(C=NC2=C1)N[C@@H](C)C=1C=C(C=CC1)NC(C1=CN=C(C(=C1)C)N1CCOCC1)=O